C[Si](CCOCN1N=C2CCCC(C2=C1)=O)(C)C 2-(2-trimethylsilylethoxymethyl)-6,7-dihydro-5H-indazol-4-one